C(C)(C)(C)OC(=O)N1[C@@H](CCCC1)C1=CC(=NN1)N (S)-2-(3-amino-1H-pyrazol-5-yl)piperidine-1-carboxylic acid tert-butyl ester